3-(5-amino-3-methyl-2-oxobenzimidazol-1-yl)-1-[(4-methoxyphenyl)methyl]piperidine-2,6-dione NC1=CC2=C(N(C(N2C)=O)C2C(N(C(CC2)=O)CC2=CC=C(C=C2)OC)=O)C=C1